2,2-dimethyl-piperidine CC1(NCCCC1)C